(3-(2,6-Dioxopiperidin-3-yl)-2-methylquinolin-7-yl)methyl (3-chloro-4-methoxyphenyl)carbamate ClC=1C=C(C=CC1OC)NC(OCC1=CC=C2C=C(C(=NC2=C1)C)C1C(NC(CC1)=O)=O)=O